CC(C)(C)[Si](OC1=CC(=C(C=C1)N=C(N)C1=C(C=2N(N=C1)C=C(C2)B2OC(C(O2)(C)C)(C)C)N[C@H]2COCC2)CC)(C)C N'-[4-[1,1-dimethylethyl(dimethyl)silyl]oxy-2-ethyl-phenyl]-4-[[(3R)-tetrahydrofuran-3-yl]amino]-6-(4,4,5,5-tetramethyl-1,3,2-dioxaborolan-2-yl)pyrrolo[1,2-b]pyridazine-3-carboxamidine